4-(1-hydroxyprop-2-en-1-yl)-4-(prop-2-en-1-yl)piperidine-1-carboxylic acid tert-butyl ester C(C)(C)(C)OC(=O)N1CCC(CC1)(CC=C)C(C=C)O